10-((Stearoyloxy)methyl)octadecanoic acid (2'-ethylhexyl)ester C(C)C(COC(CCCCCCCCC(CCCCCCCC)COC(CCCCCCCCCCCCCCCCC)=O)=O)CCCC